ethyl 2-(2-methylhydrazineyl)butanoate CNNC(C(=O)OCC)CC